(1S,5R,6R)-2-oxo-3-azabicyclo[3.1.0]hexane-6-carboxylic acid ethyl ester C(C)OC(=O)[C@@H]1[C@@H]2CNC([C@H]12)=O